amino-1,2,4-benzotriazine NC=1N=NC2=C(N1)C=CC=C2